C(C)OC(=O)C=1OC(=NN1)N1CC2(C1)C[C@@H](CC2)N2CCC(CC2)C2=C(C=CC=C2)OCC2=CC=CC=C2 (R)-5-(6-(4-(2-(benzyloxy)phenyl)piperidin-1-yl)-2-azaspiro[3.4]octan-2-yl)-1,3,4-oxadiazole-2-carboxylic acid ethyl ester